3-(5-(2-(4,4-dimethylcyclohexyl)-1-methyl-1H-imidazol-4-yl)-1-oxoisoindolin-2-yl)piperidine-2,6-dione CC1(CCC(CC1)C=1N(C=C(N1)C=1C=C2CN(C(C2=CC1)=O)C1C(NC(CC1)=O)=O)C)C